C(C)(=O)N1CC2(C1)N(C(CN(C2=O)C2=C(C=C(C=C2)C2=NOC=N2)F)=O)CC2=CC=C(C=C2)C(F)(F)F 2-acetyl-8-(2-fluoro-4-(1,2,4-oxadiazol-3-yl)-phenyl)-5-(4-(trifluoro-methyl)benzyl)-2,5,8-triazaspiro[3.5]nonane-6,9-dione